BrC1=CC=C(C=C1)NS(=O)(=O)C=1C=C(C(=O)NC2=C(C=CC=C2)C)C=CC1 3-(N-(4-bromophenyl)sulfamoyl)-N-(o-tolyl)benzamide